2-[6-[6-(4-tert-butoxycarbonylpiperazin-1-yl)-3-pyridinyl]-4-fluoro-1-oxo-isoindol-2-yl]-2-(6,7-dihydro-5H-pyrrolo[1,2-c]imidazol-1-yl)acetic acid C(C)(C)(C)OC(=O)N1CCN(CC1)C1=CC=C(C=N1)C1=CC(=C2CN(C(C2=C1)=O)C(C(=O)O)C1=C2N(C=N1)CCC2)F